methyl 6-amino-2-morpholinylbenzo[d]oxazole-5-carboxylate NC1=CC2=C(N=C(O2)N2CCOCC2)C=C1C(=O)OC